C(C)(C)(C)OC(=O)N1C(=CC=2C1=NC(=CC2)Cl)C2=C(C=CC(=C2)CC)C(F)(F)F 6-chloro-2-(5-ethyl-2-(trifluoromethyl)phenyl)-1H-pyrrolo[2,3-b]pyridine-1-carboxylic acid tert-butyl ester